N1=C(N=CC=C1)NC1CCC(CC1)O (1s,4s)-4-(Pyrimidin-2-ylamino)cyclohexan-1-ol